CC(C)[C@@H](C)\C=C\[C@@H](C)[C@H]1CC=C2C=3[C@@H]([C@H]4[C@]5(C[C@H](CC[C@]5(C)C3CC[C@]12C)O)O4)O (22E)-5α,6α-epoxyergosta-8,14,22-triene-3β,7α-diol